C(C)OC(=O)C1=C(C(=NC=C1)C1=NC=CC=C1)C methyl-[2,2'-bipyridine]-4-Carboxylic acid ethyl ester